(R)-(S)-mandelic acid C([C@H](O)C1=CC=CC=C1)(=O)O